N1=CC=CC(=C1)CNC=1NC(C=2NC=NC2N1)=O (5-pyridylmethyl)guanine